(S)-2-amino-2-(m-chlorophenyl)ethanol N[C@H](CO)C1=CC(=CC=C1)Cl